Tert-butyl N-[4-[[2-(2,6-dioxo-3-piperidyl)-1,3-dioxo-isoindolin-4-yl]amino]butyl]carbamate O=C1NC(CCC1N1C(C2=CC=CC(=C2C1=O)NCCCCNC(OC(C)(C)C)=O)=O)=O